(difluoro(2-(((3S,6S,10aS)-5-oxo-3-(3-(pyridin-3-yl)azetidine-1-carbonyl)decahydropyrrolo[1,2-a]azocin-6-yl)carbamoyl)benzo[b]thiophen-5-yl)methyl)phosphonic acid FC(C1=CC2=C(SC(=C2)C(N[C@H]2CCCC[C@@H]3N(C2=O)[C@@H](CC3)C(=O)N3CC(C3)C=3C=NC=CC3)=O)C=C1)(F)P(O)(O)=O